2-benzylthio-4,6-diaminopyrimidine C(C1=CC=CC=C1)SC1=NC(=CC(=N1)N)N